C(C)(=O)OC1C(CCCC12CC=CC2)(C)C (9,9-DIMETHYLSPIRO[4.5]DEC-2-EN-10-YL) ACETATE